cis-7-(trifluoromethyl)-1,4,4a,9b-tetrahydro-2H-spiro[benzofuro[3,2-b]pyridine-3,1'-cyclobutane] FC(C1=CC2=C(C=C1)[C@@H]1NCC3(CCC3)C[C@@H]1O2)(F)F